6-(difluoromethyl)-1-(phenylsulfonyl)-1H-indole FC(C1=CC=C2C=CN(C2=C1)S(=O)(=O)C1=CC=CC=C1)F